3-[4-(1-methylimidazol-4-yl)-2,5-dioxo-imidazolidin-4-yl]propanoic acid CN1C=NC(=C1)C1(NC(NC1=O)=O)CCC(=O)O